N-(2,2-difluoropropyl)-5-(thieno[3,2-c]pyridin-2-yl)-7H-pyrrolo[2,3-d]pyrimidin-2-amine FC(CNC=1N=CC2=C(N1)NC=C2C2=CC=1C=NC=CC1S2)(C)F